Ethyl 3-(3-nitropyridin-2-yl)-2-oxopropionate [N+](=O)([O-])C=1C(=NC=CC1)CC(C(=O)OCC)=O